FC=1C=C(C=CC1F)N1C(=C(C2=C(C=C(C=C12)[N+](=O)[O-])OCOC)C1=CC=C(C(=O)OC)C=C1)C1CCOCC1 methyl 4-[1-(3,4-difluorophenyl)-4-(methoxymethoxy)-6-nitro-2-tetrahydropyran-4-yl-indol-3-yl]benzoate